O1CNC=C1 3H-oxazole